OCC=1C=C(C=CC1)NC(OC(C)(C)C)=O tert-butyl (3-(hydroxymethyl)phenyl)carbamate